3-indoxyl phosphate disodium salt C1=CC=C2C(=C1)C(=CN2)OP(=O)([O-])[O-].[Na+].[Na+]